N-(5-fluoro-2-(2-methylpiperidin-3-yl)thieno[2,3-b]pyridin-4-yl)benzo[d]thiazol-5-amine FC=1C(=C2C(=NC1)SC(=C2)C2C(NCCC2)C)NC=2C=CC1=C(N=CS1)C2